trans-4-((3-(1-cyclopropyl-1H-pyrazol-4-yl)phenyl)((trans-4-(4-methoxy-3-methylphenyl)cyclohexyl)methyl)carbamoyl)-cyclohexyl 3-((methylsulfonyl)methyl)azetidine-1-carboxylate CS(=O)(=O)CC1CN(C1)C(=O)O[C@@H]1CC[C@H](CC1)C(N(C[C@@H]1CC[C@H](CC1)C1=CC(=C(C=C1)OC)C)C1=CC(=CC=C1)C=1C=NN(C1)C1CC1)=O